Cyclohexyl (5-(2-aminobenzo[d]thiazol-6-yl)-2-methylpyridin-3-yl)carbamate NC=1SC2=C(N1)C=CC(=C2)C=2C=C(C(=NC2)C)NC(OC2CCCCC2)=O